BrC=1C=NN2C1N=C(N=C2NCC2=NC=1C(=NC=CC1)N2)SC 8-bromo-N-[(3H-imidazo[4,5-b]pyridin-2-yl)methyl]-2-(methylsulfanyl)pyrazolo[1,5-a][1,3,5]triazin-4-amine